6-fluoro-5-(4-((8-fluoro-3-methyl-2,4-dioxo-1,2,3,4-tetrahydroquinazolin-7-yl)methyl)piperazin-1-yl)-N-methylpicolinamide FC1=C(C=CC(=N1)C(=O)NC)N1CCN(CC1)CC1=CC=C2C(N(C(NC2=C1F)=O)C)=O